(S)-2-((((9H-fluoren-9-yl)methoxy)carbonyl)amino)-3-((2-(tert-butoxy)-2-oxoethyl)(2,2,2-trifluoroethyl)amino)propanoic acid C1=CC=CC=2C3=CC=CC=C3C(C12)COC(=O)N[C@H](C(=O)O)CN(CC(F)(F)F)CC(=O)OC(C)(C)C